O=C1[C@]2(C[C@H](N(C2)C(=O)OC(C)(C)C)C(=O)OC)CC(=NN1)C1=CC=CC=C1 2-(t-butyl) 3-methyl (3S,5R)-6-oxo-9-phenyl-2,7,8-triazaspiro[4.5]dec-8-ene-2,3-dicarboxylate